COC(=O)C1=NC=CC(=C1)NC(=O)[C@@H]1O[C@]([C@H]([C@H]1C1=C(C(=C(C=C1)F)F)OC(F)F)C)(C(F)(F)F)C |r| rac-(2r,3s,4s,5r)-4-[[3-[2-(difluoromethoxy)-3,4-difluoro-phenyl]-4,5-dimethyl-5-(trifluoromethyl)tetrahydrofuran-2-carbonyl]amino]pyridine-2-carboxylic acid methyl ester